C(C)N1C(NC2=C(C1=O)SC(=C2)CN2CCN(CC2)C=2C=CC(=NC2)C#N)=O 5-(4-((3-ethyl-2,4-dioxo-1,2,3,4-tetrahydrothieno[3,2-d]pyrimidin-6-yl)methyl)piperazin-1-yl)picolinonitrile